NC1=NC=CC(=C1Br)CN1C(N(C(C1(C)C)=O)C1=CC=C(C=C1)SC(F)(F)F)=O 1-((2-amino-3-bromopyridin-4-yl)methyl)-5,5-dimethyl-3-(4-((trifluoromethyl)thio)phenyl)imidazolidine-2,4-dione